arsine bromide [Br-].[AsH3]